C1(=CC=CC=C1)CP(=O)C1=C(N)C=CC=C1 2-(phenylmethylphosphinyl)aniline